N1=C(C=CC=C1)N1C[C@H]([C@H](CC1)NS(=O)(=O)C)COC1CCC(CC1)C1=NC=CC=C1 N-[(3R,4S)-1-(pyridin-2-yl)-3-([[(1s,4s)-4-(pyridin-2-yl)cyclohexyl]oxy]methyl)piperidin-4-yl]methanesulfonamide